FC1=C(C=CC=C1)NC1=NC=NC2=CC(=CC=C12)C1=NN(C=C1)C N-(2-fluorophenyl)-7-(1-methyl-1H-pyrazol-3-yl)quinazolin-4-amine